Chloroguanidine ClNC(=N)N